C(=O)(OC(C)(C)C)NC(C(=O)OC)CCBr methyl 2-(Boc-amino)-4-bromobutyrate